ClC1=C(C=CC=C1)[C@@H]([C@@H](C)C=1N(C(C(=C(N1)C(=O)NC=1C=NOC1)O)=O)C)C1=NN=CN1C 2-((1r,2r)-1-(2-chlorophenyl)-1-(4-methyl-4H-1,2,4-triazol-3-yl)propan-2-yl)-5-hydroxy-N-(isoxazol-4-yl)-1-methyl-6-oxo-1,6-dihydropyrimidine-4-carboxamide